2-(5-(3-(1,1-dioxido-4-oxo-1,2,5-thiadiazolidin-2-yl)-2-fluoro-4-hydroxyphenyl)-1H-pyrazol-3-yl)acetamide O=S1(N(CC(N1)=O)C=1C(=C(C=CC1O)C1=CC(=NN1)CC(=O)N)F)=O